N,N,N-trimethyl-(4-methylbenzyl)ammonium trifluoromethanesulfonate FC(S(=O)(=O)[O-])(F)F.C[N+](C)(C)CC1=CC=C(C=C1)C